O=C1NC(CC[C@@H]1C1=C(C=C(C=C1F)N1CC(CC1)C(=O)O)F)=O 1-(4-((R)-2,6-dioxopiperidin-3-yl)-3,5-difluorophenyl)pyrrolidine-3-carboxylic acid